NCC=1C=NC(=NC1)C1=C(C=C(C#N)C=C1)OC1=CC(=NC(=C1)N1CCOCC1)C 4-[5-(aminomethyl)pyrimidin-2-yl]-3-(2-methyl-6-morpholin-4-ylpyridin-4-yl)oxybenzonitrile